4-(4-(bromomethyl)-2-fluorophenyl)-1-methyl-2-(trifluoromethyl)-1H-imidazole BrCC1=CC(=C(C=C1)C=1N=C(N(C1)C)C(F)(F)F)F